NC=1N=CC(=C2C1N(N=C2)C)NC(=O)C(=O)N(C)C(C)C2=C(C=C(C=C2)C(F)(F)F)F N-(7-Amino-1-methyl-pyrazolo[3,4-c]pyridin-4-yl)-N'-[1-[2-fluoro-4-(trifluoromethyl)phenyl]ethyl]-N'-methyl-oxamide